C(C)N1CCN(CC1)CC1=C(C=C(C=C1)/C=C/C(=O)C1=CC=C(C=C1)OC)O (E)-3-[4-[(4-Ethylpiperazin-1-yl)methyl]-3-hydroxyphenyl]-1-(4-methoxyphenyl)prop-2-en-1-one